[N+](=[N-])=CC(CC[C@@H](C(=O)OC(C)C)NC([C@@H](OC)C=1OC=CC1)=O)=O isopropyl (S)-6-diazo-2-((S)-2-(furan-2-yl)-2-methoxyacetamido)-5-oxohexanoate